C(C)OC(C(O)C)=O.CCCCCCCCCCCC Dodecane Ethyl-lactate